ClC=1C=CC(=C(C1)NC=1N(C2=NC(=NC=C2N1)N[C@H]1COC[C@@H]1O)C1CCC(CC1)C(=O)N)F (1R,4s)-4-(8-(5-chloro-2-fluorophenylamino)-2-((3S,4R)-4-hydroxytetrahydrofuran-3-ylamino)-9H-purin-9-yl)cyclohexanecarboxamide